6-p-xylylene carbonate C1(OCC2=CC=C(C=C2)CO1)=O